FC1C=2C=CC(=CC2C1)[C@H]([C@H]1O[C@H]([C@@H]([C@@H]1O)O)N1C=CC2=C1N=CN=C2C)O (2R,3S,4R,5R)-2-((1R)-(7-fluorobicyclo[4.2.0]octa-1(6),2,4-trien-3-yl)(hydroxy)methyl)-5-(4-methyl-7H-pyrrolo[2,3-d]pyrimidin-7-yl)tetrahydrofuran-3,4-diol